tri-benzyl-phenol C(C1=CC=CC=C1)C1=C(C(=C(C=C1)O)CC1=CC=CC=C1)CC1=CC=CC=C1